N-(3-(2'-fluoro-[1,1'-biphenyl]-4-yl)propyl)-3-methyl-1H-pyrazole-5-carboxamide FC1=C(C=CC=C1)C1=CC=C(C=C1)CCCNC(=O)C1=CC(=NN1)C